ClC1=CC2=C(N=C(N=C2N2CC3(CCO3)C2)C2=C(C(=CC(=C2F)OC)OC)F)C=N1 6-(6-chloro-2-(2,6-difluoro-3,5-dimethoxyphenyl)pyrido[3,4-d]pyrimidin-4-yl)-1-oxa-6-azaspiro[3.3]heptane